C(C=C)(=O)NC1CC(C1)NC(=O)C1=NN(C2=C1CN(CC2C)C(=O)C=2NC=CC2)CC2=CC=C(C=C2)F N-(3-acrylamidocyclobutyl)-1-(4-fluorobenzyl)-7-methyl-5-(1H-pyrrole-2-carbonyl)-4,5,6,7-tetrahydro-1H-pyrazolo[4,3-c]pyridine-3-carboxamide